OCC1CCN(CC1)C1=CC2=C(N(C(N2C)=O)N2C(CCCC2=O)=O)C=C1 (5-(4-(hydroxymethyl)piperidin-1-yl)-3-methyl-2-oxo-2,3-dihydro-1H-benzo[d]imidazol-1-yl)piperidine-2,6-dione